2,5-dimethoxy-4-({6-[(1r,2s)-5'-methoxy-2'-oxo-1',2'-dihydrospiro[cyclopropan-1,3'-indol]-2-yl]-1H-indazol-3-yl}amino)benzene-1-sulfonamide COC1=C(C=C(C(=C1)NC1=NNC2=CC(=CC=C12)[C@@H]1C[C@@]12C(NC1=CC=C(C=C21)OC)=O)OC)S(=O)(=O)N